N4-(5-chloro-4-(7-fluoro-1-methyl-1H-indol-3-yl)pyrimidin-2-yl)-N1-(2-(dimethylamino)ethyl)-N1-methylbenzene-1,2,4-triamine ClC=1C(=NC(=NC1)NC=1C=C(C(=CC1)N(C)CCN(C)C)N)C1=CN(C2=C(C=CC=C12)F)C